(2-fluoro-4-((4-methoxypyridin-2-yl)carbamoyl)phenyl)boronic acid FC1=C(C=CC(=C1)C(NC1=NC=CC(=C1)OC)=O)B(O)O